(E)-3-(dimethylamino)-1-(pyridin-3-yl)prop-2-en-1-one CN(/C=C/C(=O)C=1C=NC=CC1)C